C1=C(C=CC2=CC=CC=C12)C(=O)N1C=C(C2=CC(=CC=C12)Cl)C=C1CNC(NC1)=S 5-((1-(2-naphthoyl)-5-chloro-1H-indol-3-yl)methylene)-2-thioxodihydro-pyrimidine